C(C1=CC=CC=C1)N1C(=NC2=C1C=C(C=C2)C#N)C2=CC=C(C=C2)Cl 1-benzyl-2-(4-chlorophenyl)-1H-benzo[d]imidazole-6-carbonitrile